FC=1C=C(C#N)C=CC1O 3-Fluoro-4-hydroxybenzonitrile